C(C)(C)(C)OC(C(=C)C)=O.C(C(=C)C)(=O)OC(C)C isopropyl methacrylate t-butyl-methacrylate